CN(C(=O)N1[C@@H](CCCC1)C1=NC(=C2N1C=CN=C2C(F)(F)F)C2=CC=C(C=C2)C(NC2=NC=CC=C2)=O)C (S)-N,N-dimethyl-2-(1-(4-(pyridin-2-ylcarbamoyl)phenyl)-8-(trifluoromethyl)imidazo[1,5-a]pyrazin-3-yl)piperidine-1-carboxamide